europium dihydrate O.O.[Eu]